4-(2-(4-bromo-1H-pyrazol-1-yl)ethyl)morpholine Phenylmethacrylat C1(=CC=CC=C1)OC(C(=C)C)=O.BrC=1C=NN(C1)CCN1CCOCC1